chlorophthalic acid ClC1=C(C(C(=O)O)=CC=C1)C(=O)O